[C@H]12OC[C@H](N(C1)S(=O)(=O)N)C2 (1R,4R)-2-oxa-5-azabicyclo[2.2.1]heptane-5-sulfonamide